2-[1-(Oxan-4-yl)pyrazol-4-yl]pyrazolo[1,5-a]pyrimidine-3-carboxylic acid O1CCC(CC1)N1N=CC(=C1)C1=NN2C(N=CC=C2)=C1C(=O)O